C(C1=CC=CC=C1)OC(=O)N1[C@@H](OC([C@@]1(C)CI)=O)C1=CC=CC=C1 (2S,4S)-4-(iodomethyl)-4-methyl-5-oxo-2-phenyloxazolidine-3-carboxylic acid benzyl ester